[Cl-].[Na+].ClC1=C2C(=NC=C1C=1C=C(C=CC1)N1C(CN(CC1)CCC=O)=O)NC=C2C2CC2 3-(4-(3-(4-chloro-3-cyclopropyl-1H-pyrrolo[2,3-b]pyridin-5-yl)phenyl)-3-oxopiperazin-1-yl)propanal sodium chloride